2-(4-(3-(pyridin-4-yl)propoxy)phenyl)ethylamine N1=CC=C(C=C1)CCCOC1=CC=C(C=C1)CCN